C(C)OC=1C(C(CCC1)C(C(=O)NC=1SC(=NN1)SC)=O)=NO 2-(3-ethoxy-2-(hydroxyimino)cyclohex-3-en-1-yl)-N-(5-(methylsulfanyl)-1,3,4-thiadiazol-2-yl)-2-oxoacetamide